C(C)(C)(C)OC(=O)N(C(OC(C)(C)C)=O)CC=1C=NC2=CC=C(C=C2C1C(C)C)C1=NC(=NC=C1F)N[C@H]1[C@H](COCC1)O tert-butyl (tert-butoxycarbonyl)((6-(5-fluoro-2-(((3R,4R)-3-hydroxytetrahydro-2H-pyran-4-yl)amino)pyrimidin-4-yl)-4-isopropylquinolin-3-yl)methyl)carbamate